FC(C1=NN=C(O1)C1=CC(=C(CN(C(=S)N2CC3(CN(C3)C(=O)OC(C)(C)C)C2)C2=CC=CC=C2)C=C1)F)F tert-butyl 6-((4-(5-(difluoromethyl)-1,3,4-oxadiazol-2-yl)-2-fluorobenzyl) (phenyl) thiocarbamoyl)-2,6-diazaspiro[3.3]heptane-2-carboxylate